t-butyl (5S,8S)-8-carbamoyl-1-methyl-2,4-dioxo-1,3,7-triazaspiro[4.4]nonane-7-carboxylate C(N)(=O)[C@H]1N(C[C@]2(C(NC(N2C)=O)=O)C1)C(=O)OC(C)(C)C